C(C)(=O)NC=1NC(C=2N(C(N(C2N1)[C@H]1[C@@H](C[C@H](O1)C(=O)OC)OC(C)=O)=O)CC#C)=O Methyl (2S,4R,5R)-5-(2-acetamido-6,8-dioxo-7-(prop-2-yn-1-yl)-1,6,7,8-tetrahydro-9H-purin-9-yl)-4-acetoxytetrahydrofuran-2-carboxylate